2-(4-((1-(t-butoxycarbonyl)azetidin-3-yl)oxy)piperidin-1-yl)acetic acid C(C)(C)(C)OC(=O)N1CC(C1)OC1CCN(CC1)CC(=O)O